C1(=CC=CC=C1)C1=C(C(=NC=C1)C=1C(=C(C=CC1)C=1C(=CC=CC1)C1=CC=CC=C1)C1=CC=CC=2C3=CC=CC=C3C3=CC=CC=C3C12)C1=CC=CC=C1 (diphenylpyridinyl)(triphenyleneyl)terbenzene